C(CCC)[PH3+].[Na+] sodium n-butylphosphonium